C1(=CC(=CC=C1)N1C(CC=2C1=NC=CC2)C(=O)N)C (m-tolyl)-2,3-dihydro-1H-pyrrolo[2,3-b]pyridine-2-carboxamide